C(C)(C)(C)OC(=O)N1C[C@H](CC1)CC(=O)O 2-[(3R)-1-[(tert-butoxy)carbonyl]pyrrolidin-3-yl]acetic acid